CNC1=C2N=CN(C2=NC(=N1)N1CCOCC1)/N=C/C1=CC(=CC=C1)C (E)-N-methyl-9-((3-methylbenzylidene)amino)-2-morpholino-9H-purin-6-amine